3,4'-dimethoxy-5-(4-methyl-4-carboxypentoxy)-(E)-stilbene COC=1C=C(C=C(C1)OCCCC(C)(C(=O)O)C)\C=C\C1=CC=C(C=C1)OC